3-(2-fluoro-5-((6-fluoro-2,3-dihydrobenzofuran-7-yl)methoxy)-4-methoxyphenyl)-2,4-dioxo-1,2,3,4-tetrahydrothieno[3,4-d]pyrimidine-5-carboxylic acid FC1=C(C=C(C(=C1)OC)OCC1=C(C=CC=2CCOC21)F)N2C(NC=1C(C2=O)=C(SC1)C(=O)O)=O